6-((3-amino-2-chlorophenyl)thio)-((3S,4S)-4-amino-3-methyl-2-oxa-8-azaspiro[4.5]decan-8-yl)pyrazin-2(1H)-one NC=1C(=C(C=CC1)SC1=CN=CC(N1N1CCC2([C@@H]([C@@H](OC2)C)N)CC1)=O)Cl